Ethyl (4-chlorobenzoyl)acetate ClC1=CC=C(C(=O)CC(=O)OCC)C=C1